6-[3-bromo-4-(trifluoromethyl)phenyl]-N-(4-fluorophenyl)-4-hydroxy-2-oxo-1,2,5,6-tetrahydropyridine-3-carboxamide BrC=1C=C(C=CC1C(F)(F)F)C1CC(=C(C(N1)=O)C(=O)NC1=CC=C(C=C1)F)O